C(C1=CC=CC=C1)OC1=CC(=NC(=C1)OCC1=CC=CC=C1)NC(C)C 4,6-bis(benzyloxy)-N-isopropylpyridin-2-amine